3-((2-(trifluoromethyl)pyridin-3-yl)thio)propanoic acid 2-ethylhexyl ester C(C)C(COC(CCSC=1C(=NC=CC1)C(F)(F)F)=O)CCCC